(3r,4s)-1-((2-chloro-4-(difluoromethyl)phenyl)sulfonyl)-4-((4-chlorophenyl)sulfonyl)-3-(hydroxymethyl)pyrrolidin-3-ol ClC1=C(C=CC(=C1)C(F)F)S(=O)(=O)N1C[C@@]([C@H](C1)S(=O)(=O)C1=CC=C(C=C1)Cl)(O)CO